BrC=1C=2C(N=C3N(C2C=CC1)C1=CC(=CC=C1C3(C)C)N3CCN(CC3)CC=3N=CC(=NC3)N3CCC(CC3)C3=CC(=C(C(=C3)F)C3C(NC(CC3)=O)=O)F)=O 3-(4-(1-(5-((4-(4-bromo-7,7-dimethyl-5-oxo-5,7-dihydroindolo[1,2-a]quinazolin-10-yl)piperazin-1-yl)methyl)pyrazin-2-yl)piperidin-4-yl)-2,6-difluorophenyl)piperidine-2,6-dione